N1C=C(C2=CC=CC=C12)C1N(CCC2=CC(=CC=C12)C1=CC(=CC=C1)OC)C(=O)N (1H-indol-3-yl)-6-(3-methoxyphenyl)-3,4-dihydroisoquinoline-2(1H)-carboxamide